[4-(2-aminoethyl)phenyl] 5-chloro-6-piperazin-1-yl-pyridine-3-carboxylate ClC=1C=C(C=NC1N1CCNCC1)C(=O)OC1=CC=C(C=C1)CCN